(2S,3R)-2-benzyl-1-(4-((4-methoxybenzyl)oxy)-6-morpholinopyrimidin-2-yl)pyrrolidin-3-ol C(C1=CC=CC=C1)[C@@H]1N(CC[C@H]1O)C1=NC(=CC(=N1)OCC1=CC=C(C=C1)OC)N1CCOCC1